CC=1C=C(C=NC1C1=NC=CC=N1)N 5-methyl-6-(pyrimidin-2-yl)pyridin-3-amine